C(N)(=N)C1=CC=C(CNC(=O)C=2C=NN(C2)CC2=CC=C(C=C2)CN2C=C(C=C2)C#N)C=C1 N-(4-carbamimidoylbenzyl)-1-(4-((3-cyano-1H-pyrrol-1-yl)methyl)benzyl)-1H-pyrazole-4-carboxamide